C(C1=CC=CC=C1)[Sn]CC1=CC=CC=C1 dibenzyl-tin